The molecule is a diterpene triepoxide that is triptobenzene K in which the acylhydroquinone moiety has undergone oxidation to the corresponding triepoxyketone derivative. It has been isolated from the roots of Tripterygium wilfordii. It has a role as an antineoplastic agent, an anti-inflammatory agent and an immunosuppressive agent. It is a cyclic ketone, an organic heteroheptacyclic compound, a diterpene triepoxide and a butenolide. CC(C)[C@@]12[C@@H](O1)[C@H]3[C@@]4(O3)[C@]5(CCC6=C([C@@H]5C[C@H]7[C@]4(C2=O)O7)COC6=O)C